perfluorononene oxygen sodium salt [Na].[O].FC(=C(C(C(C(C(C(C(C(F)(F)F)(F)F)(F)F)(F)F)(F)F)(F)F)(F)F)F)F